(S)-1-(5-((2,5-difluorophenyl)ethynyl)-2,3-dihydro-1H-inden-1-yl)azetidine-3-carboxylic acid FC1=C(C=C(C=C1)F)C#CC=1C=C2CC[C@@H](C2=CC1)N1CC(C1)C(=O)O